N-cyclopropyl-2-fluoro-5-(6-((1-hydroxypropan-2-yl)amino)-5-(1-methyl-1H-pyrazol-4-yl)pyridin-3-yl)-4-methylbenzamide C1(CC1)NC(C1=C(C=C(C(=C1)C=1C=NC(=C(C1)C=1C=NN(C1)C)NC(CO)C)C)F)=O